C(C)(C)(C)OC(=O)C1=C(N(C(=C(C1=O)I)C)CC)C1=CC(=C(C=C1)Cl)Cl 2-(3,4-dichlorophenyl)-1-ethyl-5-iodo-6-methyl-4-oxo-pyridine-3-carboxylic acid tert-butyl ester